ethyl 3-(2,6-dichlorophenyl)-5-(1-fluorocyclopropyl)-1,2-oxazole-4-carboxylate ClC1=C(C(=CC=C1)Cl)C1=NOC(=C1C(=O)OCC)C1(CC1)F